C1(=CC=CC=C1)C(Cl)Cl.[Ru] ruthenium (phenyl-methylene)dichloride